(S)-N-(4-((4-(4-Aminopyrimidin-2-yl)-1-methyl-1H-pyrazol-5-yl)oxy)butan-2-yl)-6'-chloro-5-fluoro-3-methoxy-[2,3'-bipyridin]-4'-amine NC1=NC(=NC=C1)C=1C=NN(C1OCC[C@H](C)NC1=C(C=NC(=C1)Cl)C1=NC=C(C=C1OC)F)C